diphenyliodonium iodite I(=O)[O-].C1(=CC=CC=C1)[I+]C1=CC=CC=C1